3-((6-((tert-Butoxycarbonyl)amino)spiro[3.3]heptan-2-yl)oxy)-5-chlorothiophene-2-carboxylic acid C(C)(C)(C)OC(=O)NC1CC2(CC(C2)OC2=C(SC(=C2)Cl)C(=O)O)C1